Cl.O1C=NC=C1C1=C2CCO[C@H](C2=CC=C1)CN |o1:11| rel-(R)-(5-(Oxazol-5-yl)isochroman-1-yl)methanamine hydrochloride salt